The molecule is a carboxylic ester obtained by the formal condensation of 4-carboxy group of (2R)-2-hydroxy-2-{(3R,5R)-2-oxo-5-[(1E,5Z)-tetradeca-1,5-dien-1-yl]tetrahydrofuran-3-yl}butanedioic acid with the hydroxy group of 3-carboxy-2,3-dideoxy-L-threo-pentaric acid. It is a fungal metabolite that acts as an inhibitor of geranylgeranyltransferase type I(GGTase I) of pathogenic fungal species. It has a role as a metabolite, an antifungal agent and an EC 2.5.1.59 (protein geranylgeranyltransferase type I) inhibitor. It is a tetracarboxylic acid, a carboxylic ester and a butan-4-olide. It derives from a pentaric acid. CCCCCCCC/C=C\\CC/C=C/[C@H]1C[C@@H](C(=O)O1)[C@](CC(=O)O[C@H]([C@H](CC(=O)O)C(=O)O)C(=O)O)(C(=O)O)O